COC(=O)C1=CC=C(C=C1)[Co] (4-methoxyformylphenyl)cobalt